1-(trans-3-(4-(1-methylpiperidin-4-yl)-1H-1,2,3-triazol-1-yl)-4-(4-(trifluoromethyl)benzyloxy)pyrrolidin-1-yl)prop-2-en-1-one CN1CCC(CC1)C=1N=NN(C1)[C@@H]1CN(C[C@H]1OCC1=CC=C(C=C1)C(F)(F)F)C(C=C)=O